ClC1=NC=2C=C(C(NC2C=C1C(=O)N1[C@@H](CN(CC1)C(=O)OC(C)(C)C)CCO)=O)CC tert-butyl (3R)-4-(2-chloro-7-ethyl-6-oxo-5H-1,5-naphthyridine-3-carbonyl)-3-(2-hydroxyethyl)piperazine-1-carboxylate